tert-Butyl 5-({(4R)-1-[(4,4-difluoro-1-{4-[(2H3)methyloxy]phenyl}cyclohexyl)carbonyl]-4-fluoro-D-prolyl}amino)-1H-pyrazolo[4,3-b]pyridine-1-carboxylate FC1(CCC(CC1)(C1=CC=C(C=C1)OC([2H])([2H])[2H])C(=O)N1[C@H](C[C@H](C1)F)C(=O)NC1=CC=C2C(=N1)C=NN2C(=O)OC(C)(C)C)F